4,6-diphenoxy-2-chloro-1,3,5-triazine O(C1=CC=CC=C1)C1=NC(=NC(=N1)OC1=CC=CC=C1)Cl